C(C1=CC=CC=C1)N1[CH-]OCC1=O N-benzyl-oxazolidone